3,3-difluoro-4-phenylbutyl 4-methylbenzene-1-sulfonate CC1=CC=C(C=C1)S(=O)(=O)OCCC(CC1=CC=CC=C1)(F)F